(2S,3R)-2-(tert-butoxycarbonylamino)-3-(2-nitropyridin-3-yloxy)butanoic acid C(C)(C)(C)OC(=O)N[C@H](C(=O)O)[C@@H](C)OC=1C(=NC=CC1)[N+](=O)[O-]